ClC=1C=CC(=C(C1)S(=O)(=O)NC1=CC=2C(N3[C@@H](COC2N=C1)CCC3)=O)OC 5-chloro-2-methoxy-N-[(9aR)-5-oxo-8,9,9a,10-tetrahydro-5H,7H-pyrido[3,2-f]pyrrolo[2,1-c][1,4]oxazepin-3-yl]benzenesulfonamide